(5R,8S)-5,8-dimethyl-5,6,7,8-tetrahydroquinolin-4-ol C[C@H]1C=2C(=CC=NC2[C@H](CC1)C)O